(S)-1-(5-((6-amino-2-chloropyridin-3-yl)thio)pyrazin-2-yl)-4'H,6'H-spiro[piperidine-4,5'-pyrrolo[1,2-b]pyrazol]-4'-amine (trifluoroacetate) FC(C(=O)O)(F)F.NC1=CC=C(C(=N1)Cl)SC=1N=CC(=NC1)N1CCC2([C@@H](C=3N(N=CC3)C2)N)CC1